6-[4-(cyclopropylmethoxy)phenyl]-N-[(2-morpholino-3-pyridyl)methyl]pyridazine-4-carboxamide C1(CC1)COC1=CC=C(C=C1)C1=CC(=CN=N1)C(=O)NCC=1C(=NC=CC1)N1CCOCC1